ClC=1C=C(C=CC1Cl)[C@H]1CC[C@H]2N(CCN(C2)C(=O)C2=C(C(=CC=C2)OC)Br)C1 [(7R,9aR)-7-(3,4-dichlorophenyl)-1,3,4,6,7,8,9,9a-octahydropyrido[1,2-a]pyrazin-2-yl]-(2-bromo-3-methoxyphenyl)methanone